9-(4-((1-(3-fluoropropyl)azetidin-3-yl)methyl)phenyl)-8-(5-methyl-2-(trifluoromethyl)phenyl)-6,7-dihydro-5H-benzo[7]annulene-3-carboxylic acid, hydrochloride Cl.FCCCN1CC(C1)CC1=CC=C(C=C1)C1=C(CCCC2=C1C=CC(=C2)C(=O)O)C2=C(C=CC(=C2)C)C(F)(F)F